COC1=CC=C(CN(C2=CC(=C(C(=N2)C2=C3C(=C4C(NC(NC4=C2F)=O)=O)NN=C3)C(F)(F)F)C)CC3=CC=C(C=C3)OC)C=C1 4-(6-(bis(4-methoxybenzyl)amino)-4-methyl-3-(trifluoromethyl)pyridin-2-yl)-5-fluoro-1,6-dihydro-7H-pyrazolo[3,4-f]quinazoline-7,9(8H)-dione